(20S)-20-Acetooxymethyl-pregna-4,6-dien-3-one C(C)(=O)OC[C@@H](C)[C@H]1CC[C@H]2[C@@H]3C=CC4=CC(CC[C@]4(C)[C@H]3CC[C@]12C)=O